6-((3-(((7-ethyl-6-oxo-5,6-dihydro-1,5-naphthyridin-3-yl)methyl)amino)cyclobutyl)amino)-N-methylpyridazine-3-carboxamide C(C)C=1C(NC=2C=C(C=NC2C1)CNC1CC(C1)NC1=CC=C(N=N1)C(=O)NC)=O